N1=CC=C(C=C1)CN1C(=CC=C1)C(=O)NC=1SC=C(N1)C(C)(C)OCC1OCCCC1 1-(pyridin-4-ylmethyl)-N-(4-(2-((tetrahydro-2H-pyran-2-yl)methoxy)propan-2-yl)thiazol-2-yl)-1H-pyrrole-2-carboxamide